OC1(C2=NN=C(C3=C(C=C(C(C(CCCCCC1)OC)=N3)C(F)(F)F)NC(OC(C)(C)C)=O)O2)C(F)(F)F tert-butyl N-[6-hydroxy-13-methoxy-6,15-bis(trifluoromethyl)-19-oxa-3,4,18-triazatricyclo[12.3.1.12,5]nonadeca-1(17),2,4,14(18),15-pentaen-17-yl]carbamate